Bis-(1-naphthalenyl)-N,N'-Bis-phenyl-(1,1'-biphenyl)-4,4'-diamine C1(=CC=CC2=CC=CC=C12)C=1C(=C(C=CC1NC1=CC=CC=C1)C1=CC=C(C=C1)NC1=CC=CC=C1)C1=CC=CC2=CC=CC=C12